7-(2-(5-Bromobenzo[d]oxazol-2-yl)-5-(3-(trifluoromethyl)phenyl)oxazol-4-yl)-1,7-naphthyridin-8(7H)-one BrC=1C=CC2=C(N=C(O2)C=2OC(=C(N2)N2C=CC=3C=CC=NC3C2=O)C2=CC(=CC=C2)C(F)(F)F)C1